3-methyl-2-[6-[rac-(4aR,7aR)-6-methyl-2,3,4a,5,7,7a-hexahydropyrrolo[3,4-b][1,4]oxazin-4-yl]pyridazin-3-yl]-5-(trifluoromethyl)phenol CC=1C(=C(C=C(C1)C(F)(F)F)O)C=1N=NC(=CC1)N1[C@H]2[C@H](OCC1)CN(C2)C |r|